1-(7-(((1r,4r)-4-(trifluoromethyl)cyclohexyl)amino)-3,4-dihydroisoquinolin-2(1H)-yl)prop-2-en-1-one FC(C1CCC(CC1)NC1=CC=C2CCN(CC2=C1)C(C=C)=O)(F)F